ClC1=NC=CC(=C1)CNC(=O)C1(CN(C(C1)=O)C1=CC(=CC(=C1)Cl)Cl)C N-[(2-chloropyridin-4-yl)methyl]-1-(3,5-dichlorophenyl)-3-methyl-5-oxopyrrolidine-3-carboxamid